C(#N)C1CC(N(CC1)N)N 4-cyanopiperidinediamine